ClC=1C(=C(C(=CC1Cl)O)C(NS(=O)C(C)(C)C)C1CCNCC1)F N-[(3,4-dichloro-2-fluoro-6-hydroxyphenyl)(piperidin-4-yl)methyl]-2-methylpropane-2-sulfinamide